Butyl (2,2,3,3-tetramethyl-4,8,11-trioxa-3-silapentadecan-15-yl)carbamate CC(C)([Si](OCCCOCCOCCCCNC(OCCCC)=O)(C)C)C